B([O-])(F)F.FC(C(=O)O)C(=O)O.[Li+] lithium (2-fluoromalonate) difluoroborate